2-(1-(6-((4-cyano-2-fluorobenzyl)oxy)pyridin-2-yl)piperidin-4-ylidene)propionic acid C(#N)C1=CC(=C(COC2=CC=CC(=N2)N2CCC(CC2)=C(C(=O)O)C)C=C1)F